C(#N)C=1C=CC(=C2C(N(C(C12)=O)[C@@H](CS(=O)(=O)C)C1=NC(=C(C=C1)OC)OCC)=O)NC(C)=O (R)-N-(7-cyano-2-(1-(6-ethoxy-5-methoxypyridin-2-yl)-2-(methylsulfonyl)ethyl)-1,3-dioxoisoindolin-4-yl)acetamide